C(CCCCC)C(C(C(C(=O)O)(CCCCCC)CCCCCC)(O)C(=O)O)C(=O)O.C(C)OCC ethyl ether tri-hexyl-citrate